C(CCCCCCCCCCC)(=O)O.OCC(O)CO.OCC(O)CO diglycerin laurate